N-(4-(aminomethyl)phenyl)-4-propyl-3,4-dihydro-2H-benzo[b][1,4]oxazin-7-amine NCC1=CC=C(C=C1)NC=1C=CC2=C(OCCN2CCC)C1